3,5-dichloro-2-pyridinecarbonitrile ClC=1C(=NC=C(C1)Cl)C#N